(S)-(5-(1-methyl-1H-pyrazol-4-yl)-1,3,4-oxadiazol-2-yl)(4-(7-methylbenzo[d]oxazol-2-yl)-6,7-dihydro-1H-imidazo[4,5-c]pyridin-5(4H)-yl)methanone CN1N=CC(=C1)C1=NN=C(O1)C(=O)N1[C@@H](C2=C(CC1)NC=N2)C=2OC1=C(N2)C=CC=C1C